5,7-heptanediol dimethacrylate C(C(=C)C)(=O)OC(CCCC)CCOC(C(=C)C)=O